OC1=C(C=CC(=C1)C(F)(F)F)C1=C(C=C(N=N1)N[C@H]1CN(CCC1)C1CCN(CC1)C(=O)N1CCN(CC1)C(=O)OC(C)(C)C)C tert-butyl (R)-4-(3-((6-(2-hydroxy-4-(trifluoromethyl)phenyl)-5-methylpyridazin-3-yl)amino)-[1,4'-bipiperidine]-1'-carbonyl)piperazine-1-carboxylate